(2'-fluoro-5'-((3-hydroxypiperidin-1-yl)methyl)-[1,1'-biphenyl]-4-carboxamido)thiophene-3-carboxamide FC1=C(C=C(C=C1)CN1CC(CCC1)O)C1=CC=C(C=C1)C(=O)NC=1SC=CC1C(=O)N